4-[2-({[3-fluoro-1-(3-fluoro(2-pyridyl))cyclobutyl]methyl}amino)-4-methylpyrimidin-5-yl]benzenecarbonitrile FC1CC(C1)(C1=NC=CC=C1F)CNC1=NC=C(C(=N1)C)C1=CC=C(C=C1)C#N